2-(2-fluoro-6-methyl-4-nitrophenoxy)thiazole FC1=C(OC=2SC=CN2)C(=CC(=C1)[N+](=O)[O-])C